O=C1CSC(=O)N1 thiazolidinedione